3-(2-(3-(3-((4-Methyl-4H-1,2,4-triazol-3-yl)methyl)oxetan-3-yl)phenyl)-3-oxo-7-(trifluoromethyl)isoindolin-5-yl)oxazolidin-2-one CN1C(=NN=C1)CC1(COC1)C=1C=C(C=CC1)N1CC2=C(C=C(C=C2C1=O)N1C(OCC1)=O)C(F)(F)F